OC=1C=C(C=CC1O)/C=C/C(=O)NCC=1N=NN(C1)CC1=C(C=CC=C1)[N+](=O)[O-] (E)-3-(3,4-dihydroxyphenyl)-N-((1-(2-nitrobenzyl)-1H-1,2,3-triazol-4-yl)methyl)acrylamide